(benzyloxy)-17alpha-methyl-pregn-5-en-20-one C(C1=CC=CC=C1)OCC([C@]1(CC[C@H]2[C@@H]3CC=C4CCCC[C@]4(C)[C@H]3CC[C@]12C)C)=O